(S)-TERT-BUTYL 5'-CHLORO-5-(((1R,2R)-2-((S)-1-HYDROXYALLYL)CYCLOBUTYL)METHYL)-2',3',4,5-TETRAHYDRO-2H-SPIRO[BENZO[B][1,4]OXAZEPINE-3,1'-INDENE]-7-CARBOXYLATE ClC=1C=C2CC[C@]3(C2=CC1)CN(C1=C(OC3)C=CC(=C1)C(=O)OC(C)(C)C)C[C@H]1[C@@H](CC1)[C@H](C=C)O